1-(bicyclo[1.1.1]pentan-1-yl)-4-((6-(pyridin-2-yl)pyridazin-3-yl)methyl)-1,4-dihydropyrazine-2,3-dione C12(CC(C1)C2)N2C(C(N(C=C2)CC=2N=NC(=CC2)C2=NC=CC=C2)=O)=O